C(CCCCCCC)OCCOC(CCC#N)OCCOCCCCCCCC 4,4-bis(2-(octyloxy)ethoxy)butanenitrile